O1CCOC12CCN(CC2)[C@H]2[C@@H](CCC2)OC=2C=C1CN(C(C1=CC2)=O)C2C(NC(CC2)=O)=O 3-(5-(((1R,2R)-2-(1,4-dioxa-8-azaspiro[4.5]decan-8-yl)cyclopentyl)oxy)-1-oxoisoindolin-2-yl)piperidine-2,6-dione